ClC1=NN2C(N=CC3=C2C(CN3C(=O)NC=3C=NC(=C(C3)Cl)N3N=CC=N3)(C(F)(F)F)OC)=C1 2-chloro-N-(5-chloro-6-(2H-1,2,3-triazol-2-yl)pyridin-3-yl)-8-methoxy-8-(trifluoromethyl)-7,8-dihydro-6H-pyrazolo[1,5-a]pyrrolo[2,3-e]pyrimidine-6-carboxamide